(3R,4S)-4-fluoro-3-hydroxy-1-piperidinecarboxylic acid F[C@@H]1[C@@H](CN(CC1)C(=O)O)O